tert-butyl 3-(4-fluoro-6-oxo-2-(trifluoromethyl)-3,6-dihydrochromeno[7,8-d]imidazol-8-yl)pyrrolidine-1-carboxylate FC1=CC=2C(C=C(OC2C2=C1NC(=N2)C(F)(F)F)C2CN(CC2)C(=O)OC(C)(C)C)=O